C(CN(CC(=O)[O-])CC(=O)[O-])N(CC(=O)[O-])CC(=O)[O-].[Na+].[Na+].[Na+].[Na+] sodium ethylenediaminetetraacetate salt